(E)-1-(4-(1H-benzo[d]imidazole-5-carbonyl)piperazin-1-yl)-3-(4-bromophenyl)prop-2-en-1-one N1C=NC2=C1C=CC(=C2)C(=O)N2CCN(CC2)C(\C=C\C2=CC=C(C=C2)Br)=O